2-(Vinylphenyl)glycin C(=C)C1=C(C=CC=C1)C(N)C(=O)O